4-(5-(azetidin-3-yloxy)pyrimidin-2-yl)-N-(3-chloro-5-(methylsulfonamido)phenyl)-5-methylthiophene-2-carboxamide N1CC(C1)OC=1C=NC(=NC1)C=1C=C(SC1C)C(=O)NC1=CC(=CC(=C1)NS(=O)(=O)C)Cl